C(C)(C)(C)C1=C(C(=C2C=C(CC2=C1)C)[C-]1C=CC=C1)OC.[CH-]1C=CC=C1.[Fe+2] 6-tert-butyl-4-ferrocenyl-5-methoxy-2-methylinden